Cl.Cl.O1N=C(C2=C1C=CC=C2)C2CCN(CC2)CCCNCC 3-[4-(1,2-Benzisoxazol-3-yl)piperidin-1-yl]-N-ethylpropan-1-amine dihydrochloride